FC1=C(C=CC=C1)C1=NC(=NC=2[C@]3([C@@H](CCC12)[C@@H](C(C(=C3)C#N)=O)C)C)C3=CC=NC1=CC=CC=C31 (6aS,7S,10aS)-4-(2-fluorophenyl)-7,10a-dimethyl-8-oxo-2-(quinolin-4-yl)-5,6,6a,7,8,10a-hexahydrobenzo[h]quinazoline-9-carbonitrile